O1C(CCCC1)OC1=CC=C(C=C1)C1=NC2=CC(=CC(=C2C(C1OC1OCCCC1)=O)OC1OCCCC1)OC1OCCCC1 2-(4-tetrahydropyranyloxyphenyl)-3,5,7-tritetrahydropyranyloxyquinolin-4-one